N-ethyl-5-fluoro-2-{6-[1-(1-hydroxy-4-methylpentane-3-yl)azetidin-3-yl]-3-methylimidazo[1,5-a]pyridin-8-yl}-N-(isopropyl)benzamide C(C)N(C(C1=C(C=CC(=C1)F)C=1C=2N(C=C(C1)C1CN(C1)C(CCO)C(C)C)C(=NC2)C)=O)C(C)C